C(C)(C)(C)C1=CC=C(C=C1)N1N=CC(=C1)C=1SC=C(N1)C(=O)NC1CCN(CC1)CC 2-[1-(4-tert-butylphenyl)-1H-pyrazol-4-yl]-N-(1-ethylpiperidin-4-yl)-1,3-thiazole-4-carboxamide